methyl 6-(4-fluorophenyl)-5-methoxypyrimidine-4-carboxylate FC1=CC=C(C=C1)C1=C(C(=NC=N1)C(=O)OC)OC